ClC=1C(=CN(C1CO)CC)C#N 4-chloro-1-ethyl-5-(hydroxymethyl)pyrrole-3-carbonitrile